5-(((tert-butyldimethylsilyl)oxy)methyl)-2-chloro-4,6-dimethylpyrimidine [Si](C)(C)(C(C)(C)C)OCC=1C(=NC(=NC1C)Cl)C